(4-fluorophenyl)-N-[4-methyl-3-[[3-(9H-purin-6-yl)-2-pyridyl]amino]phenyl]pyrazole-3-carboxamide FC1=CC=C(C=C1)C=1C(=NNC1)C(=O)NC1=CC(=C(C=C1)C)NC1=NC=CC=C1C1=C2N=CNC2=NC=N1